1,3-bis(trimethylsiloxy)-1,3-dimethyldisiloxane C[Si](O[SiH](O[SiH](C)O[Si](C)(C)C)C)(C)C